C(C=C)(=O)OCC(COC(C=C)=O)(COCC(COC(C=C)=O)(COC(C=C)=O)COC(C=C)=O)CO dipentaerythritol penta(acrylate)